C(CCC)(=O)[O-].C(C)(=O)O.[Li+] lithium acetate butyrate